C(C1=CC=CC=C1)C1C(OCC1)=O benzyldihydrofuran-2(3H)-one